trans-3-((6-(1-Methyl-5-(((4-phenylpyrimidin-2-yl)amino)methyl)-1H-pyrazol-4-yl)pyridin-3-yl)oxy)cyclohexan CN1N=CC(=C1CNC1=NC=CC(=N1)C1=CC=CC=C1)C1=CC=C(C=N1)OC1CCCCC1